C1(CC1)OC=1C=C(C=CC1)C1=CC(=NN1C1=C2C(=NNC2=CC=C1)C)C(=O)OC Methyl 5-(3-cyclopropoxyphenyl)-1-(3-methyl-1H-indazol-4-yl)-1H-pyrazole-3-carboxylate